Oxetan-3-yl (E)-3-(1-(3,5-bis(trifluoromethyl)benzyl)-1H-pyrrolo[2,3-b]pyridin-3-yl)-2-cyanoacrylate FC(C=1C=C(CN2C=C(C=3C2=NC=CC3)/C=C(/C(=O)OC3COC3)\C#N)C=C(C1)C(F)(F)F)(F)F